2-(1-methyl-1H-imidazol-5-yl)-N-(4-methylcyclohexyl)pyrimidine-4-carboxamide CN1C=NC=C1C1=NC=CC(=N1)C(=O)NC1CCC(CC1)C